4-((6-amino-2-butoxy-8-hydroxy-9H-purin-9-yl)methyl)-N-(3-(2-(2-(3-aminopropoxy)ethoxy)ethoxy)propyl)benzamide NC1=C2N=C(N(C2=NC(=N1)OCCCC)CC1=CC=C(C(=O)NCCCOCCOCCOCCCN)C=C1)O